FC1=C(COC(=O)N[C@H](C(=O)N[C@H](C(S(=O)(=O)[O-])O)C[C@H]2C(NCC2)=O)CC(C)C)C=CC=C1.[Na+] Sodium (2S)-2-((S)-2-((((2-fluorobenzyl)oxy)carbonyl)amino)-4-methylpentanamido)-1-hydroxy-3-((S)-2-oxopyrrolidin-3-yl)propane-1-sulfonate